3,5-difluoro-4-iodo-2-methoxypyridine FC=1C(=NC=C(C1I)F)OC